6-((7-methoxy-6-(4-methoxyphenyl)-2,3-diphenylpyrazolo[1,5-a]pyrimidin-5-yl)amino)pyridine-2-carbonitrile COC1=C(C(=NC=2N1N=C(C2C2=CC=CC=C2)C2=CC=CC=C2)NC2=CC=CC(=N2)C#N)C2=CC=C(C=C2)OC